2-[(1R)-3-[(3S)-3-benzyloxybutoxy]-1-methyl-propyl]-4-bromo-triazole C(C1=CC=CC=C1)O[C@H](CCOCC[C@@H](C)N1N=CC(=N1)Br)C